4-(2-(pyrrolidin-1-yl)ethyl)naphthalen-2-ol fumarate C(\C=C\C(=O)O)(=O)O.N1(CCCC1)CCC1=CC(=CC2=CC=CC=C12)O